NC1=NC=CN=C1 AMINOPYRAZINE